tert-butyl 6-(5-chloro-2-fluorophenyl)-3-[(3-ethoxy-2,2-dimethyl-3-oxopropyl)(methyl)amino]pyridazine-4-carboxylate ClC=1C=CC(=C(C1)C1=CC(=C(N=N1)N(C)CC(C(=O)OCC)(C)C)C(=O)OC(C)(C)C)F